ClC1=CC=C(N=N1)C(=O)N 6-chloropyridazine-3-amide